Methyl (4Z)-6-{(4S,5R)-5-[(E)-2-{4-[(1S,3Z)-1-hydroxyhex-3-en-1-yl]-1-methyl-1H-1,2,3-triazol-5-yl}ethenyl]-2,2-dimethyl-1,3-dioxolan-4-yl}hex-4-enoate O[C@@H](C\C=C/CC)C=1N=NN(C1/C=C/[C@@H]1[C@@H](OC(O1)(C)C)C\C=C/CCC(=O)OC)C